(2-(2-(2-aminoethoxy)ethoxy)ethyl)amino-3-(3,4-bis(benzyloxy)phenoxy)propan-2-ol NCCOCCOCCNCC(COC1=CC(=C(C=C1)OCC1=CC=CC=C1)OCC1=CC=CC=C1)O